BrC1=CN(C=2N=NC(=CC21)C2=C(C=C(C=C2C)C(F)(F)F)OCOC)C21COCC(C2)(C1)O[Si](C)(C)C(C)(C)C 5-Bromo-7-(5-{[tert-butyl(dimethyl)silyl]oxy}-3-oxabicyclo[3.1.1]heptan-1-yl)-3-[2-(methoxymethoxy)-6-methyl-4-(trifluoromethyl)phenyl]-7H-pyrrolo[2,3-c]pyridazine